C1(=CC(=CC(=C1)C(=O)[O-])C(=O)[O-])C(=O)OC monomethyl 1,3,5-benzenetricarboxylate